N[C@H]1CC=CC[C@@H]1C1=C(C=2N=C(N=C(C2S1)NCC=1SC=CC1)Cl)Cl 6-((1S,6S)-6-aminocyclohex-3-en-1-yl)-2,7-dichloro-N-(thiophen-2-ylmethyl)thieno[3,2-d]pyrimidin-4-amine